C(CC)S(=O)(=O)N1C[C@@H](CC1)N1C(=NC=2C1=C1C(=NC2)NC=C1)[C@@H](C)O (R)-1-(1-((R)-1-(Propanylsulfonyl)pyrrolidin-3-yl)-1,6-dihydroimidazo[4,5-d]pyrrolo[2,3-b]pyridin-2-yl)ethanol